C(C)(C)(C)OC(N[C@@H]1CNC[C@@H](C1)C)=O.C\C(=C/CC=1C=C(C(=C2C=CC(OC12)(C)C)O)C(\C=C\C1=CC=C(C=C1)OC)=O)\CCC=C(C)C (E)-1-(8-((E)-3,7-dimethylocta-2,6-dien-1-yl)-5-hydroxy-2,2-dimethyl-2H-chromen-6-yl)-3-(4-methoxyphenyl)prop-2-en-1-one tert-butyl-(3S,5R)-5-methylpiperidin-3-ylcarbamate